C(CCCCCCCCCCC)(=O)N(C)CC(=O)[O-].[K+].O1C=C(C2=C1C=CC=C2)C2=NC(=NC=C2)N2CCNCC2 4-(benzofuran-3-yl)-2-(piperazin-1-yl)pyrimidine Potassium Lauroyl-Sarcosinate